(1-cyclohexyl-1H-pyrazol-5-yl)-3-(4-fluoro-3-methoxyphenyl)-N-methylisoxazole-5-carboxamide C1(CCCCC1)N1N=CC=C1C=1C(=NOC1C(=O)NC)C1=CC(=C(C=C1)F)OC